FC=1C=C(CN2[C@H](C(N(CC2=O)C2=NC=C(C=C2F)OC)=O)C2COC2)C=CC1C (S)-4-(3-fluoro-4-methylbenzyl)-1-(3-fluoro-5-methoxypyridin-2-yl)-3-(oxetan-3-yl)piperazine-2,5-dione